tert-Butyl 2-(methylsulfonyl)-4-(4,4,5,5-tetramethyl-1,3,2-dioxaborolan-2-yl)benzoate CS(=O)(=O)C1=C(C(=O)OC(C)(C)C)C=CC(=C1)B1OC(C(O1)(C)C)(C)C